3-ISOPROPYL-4-(TRIFLUOROMETHYL)ISOTHIAZOLE-5-CARBOXYLIC ACID C(C)(C)C1=NSC(=C1C(F)(F)F)C(=O)O